(R)-N-((1-(tert-butyl)-1H-tetrazol-5-yl)(2-chlorophenyl)methyl)-4-(trifluoromethyl)aniline C(C)(C)(C)N1N=NN=C1[C@H](NC1=CC=C(C=C1)C(F)(F)F)C1=C(C=CC=C1)Cl